C(CCC)NC1=NC(=NC(=N1)NC1=CC=NC=C1)C1=CC=CC=C1 N2-butyl-6-phenyl-N4-(pyridin-4-yl)-1,3,5-triazine-2,4-diamine